ClC=1C2=C(N=C(N1)SC)C(=C(N=C2CN)Cl)F (4,7-dichloro-8-fluoro-2-(methylthio)pyrido[4,3-d]pyrimidin-5-yl)methylamine